7-fluoro-1H-indole-6-carbonitrile FC=1C(=CC=C2C=CNC12)C#N